ClC1=CC=CC=2C=3N(C(=NC12)N[C@H]1C(NCCN(C1)C(=O)OCC1=CC=CC=C1)=O)N=C(N3)C=3C=NN(C3)C(C)C benzyl (6R)-6-({7-chloro-2-[1-(propan-2-yl)-1H-pyrazol-4-yl][1,2,4]triazolo[1,5-c]quinazolin-5-yl} amino)-5-oxo-1,4-diazepane-1-carboxylate